3-(3-nitro-1-((2-(trimethylsilyl)ethoxy)methyl)-1H-pyrazol-4-yl)-N-(4-(3-oxo-3-(phenylamino)propyl)-1-phenyl-1H-imidazol-2-yl)benzamide fluoro-formate FC(=O)O.[N+](=O)([O-])C1=NN(C=C1C=1C=C(C(=O)NC=2N(C=C(N2)CCC(NC2=CC=CC=C2)=O)C2=CC=CC=C2)C=CC1)COCC[Si](C)(C)C